[3-(5-Bromopyrazolo[3,4-c]pyridin-2-yl)cyclobutyl]methanol BrC1=CC=2C(C=N1)=NN(C2)C2CC(C2)CO